(S)-2-methyl-1-(2-methylpiperazin-1-yl)propan-1-one CC(C(=O)N1[C@H](CNCC1)C)C